C(C)(C)(C)OC(=O)NC1CCC(CC1)C(=O)OC methyl (1r,4r)-4-((tert-butoxycarbonyl)amino)cyclohexane-1-carboxylate